N1N=CC(=C1)C1=NN=C(S1)NC(=O)C=1ON=C2C1C=CC=C2 N-[5-(1H-pyrazol-4-yl)-1,3,4-thiadiazol-2-yl]-2,1-benzoxazole-3-carboxamide